C(#N)C1=C(C=C(C=C1)N1C(N(C(C1=O)(C)C)C1=CC(=C(C(=O)NCCCCCC(=O)OCC)C=C1)F)=S)C(F)(F)F Ethyl 6-(4-(3-(4-Cyano-3-(trifluoromethyl)phenyl)-5,5-dimethyl-4-oxo-2-thioxoimidazolidin-1-yl)-2-fluorobenzamido)hexanoate